tert-butyl (6S,7R)-6-methyl-7-(4-pyridyloxy)-2-azaspiro[3.5]nonane-2-carboxylate C[C@H]1CC2(CN(C2)C(=O)OC(C)(C)C)CC[C@H]1OC1=CC=NC=C1